C1(CC1)C[C@@H](C(=O)N[C@@H](CC1=NC=CC=C1)CN=O)NC(=O)C=1NC2=CC=CC(=C2C1)OC N-[(1S)-1-(cyclopropylmethyl)-2-[[(1S)-1-(nitrosomethyl)-2-(2-pyridyl)ethyl]amino]-2-oxo-ethyl]-4-methoxy-1H-indole-2-carboxamide